2,2-diacetyl-indane C(C)(=O)C1(CC2=CC=CC=C2C1)C(C)=O